FC=1C(=CC(=C(C(=O)NC2=C(C=CC=C2)F)C1)O[C@@H](C)C1=CC=CC=C1)N1N=C(N(C1=O)C(C)C)C 5-fluoro-N-(2-fluorophenyl)-4-[3-methyl-5-oxo-4-(propan-2-yl)-4,5-dihydro-1H-1,2,4-triazol-1-yl]-2-[(1S)-1-phenylethoxy]benzamide